C1(=CC=CC2=CC=CC=C12)N(C1=CC=CC=C1)C1=CC=C(C=C1)C=1C(=CC(=CC1)N(C1=CC=CC2=CC=CC=C12)C1=CC=CC=C1)C=1C(=CC=CC1)C1=CC=CC=C1 4,4'-Bis-(N-(1-naphthyl)-N-phenyl-amino)-quaterphenyl